CC(C)(C)S(=O)N[C@H](C)C=1C=NC(=CC1)C(F)(F)F 2-methyl-N-[(1R)-1-[6-(trifluoromethyl)-3-pyridinyl]ethyl]propane-2-sulfinamide